(2-methyl-5-nitrophenyl)-2-(naphthalen-1-yl)propanamide CC1=C(C=C(C=C1)[N+](=O)[O-])C(C(=O)N)(C)C1=CC=CC2=CC=CC=C12